S(=O)(=O)(O)OC[C@@H]1[C@@H]([C@@H]([C@H]([C@H](OC[C@@H]([C@@H](\C=C\CCCCCCCCCCCCC)O)N)O1)O)O)O (2S,3R,4E)-2-amino-3-hydroxyoctadec-4-en-1-yl beta-D-galactopyranoside 6-(hydrogen sulfate)